CC1=CC(=NC=C1C=1C=NC2=CC(=NC=C2C1)NC)C(CC)O 1-{4-methyl-5-[7-(methylamino)-1,6-naphthyridin-3-yl]pyridin-2-yl}propan-1-ol